[OH-].C(CC)[P+](CCC)(CCC)CCC tetra-n-propyl-phosphonium hydroxide